CC(C)[C@@H](C(=O)NCC(=O)O)N The molecule is a dipeptide formed from L-valine and glycine residues. It has a role as a metabolite. It derives from a L-valine and a glycine. It is a tautomer of a Val-Gly zwitterion.